6-Chloro-N-[6-[2-(difluoromethoxy)ethoxy]-5-fluoro-2-methoxypyridin-3-yl]-1H-indole-3-sulfonamide ClC1=CC=C2C(=CNC2=C1)S(=O)(=O)NC=1C(=NC(=C(C1)F)OCCOC(F)F)OC